5-((2-ethynyl-5-isopropylpyridin-4-yl)oxy)-N4-isopropylpyrimidine-2,4-diamine C(#C)C1=NC=C(C(=C1)OC=1C(=NC(=NC1)N)NC(C)C)C(C)C